COC1=C(C=CC(=C1)OC1C2CC3CC(CC1C3)(C2)C(=O)N2CCN(CC2)C)NC2=NC=C(C(=N2)NC2=C(C(=O)NC)C=CC=C2C)C(F)(F)F 2-((2-((2-methoxy-4-((5-(4-methylpiperazin-1-carbonyl)adamantan-2-yl)oxy)phenyl)amino)-5-(trifluoromethyl)pyrimidin-4-yl)amino)-N,3-dimethylbenzamide